tri-ethyl-ammonium C(C)[NH+](CC)CC